2-[2-[4-[3-(1,3-dimethylindazol-6-yl)-1,2,4-oxadiazol-5-yl]-1-piperidyl]-1-(hydroxymethyl)-2-oxo-ethyl]isoindolin-1-one CN1N=C(C2=CC=C(C=C12)C1=NOC(=N1)C1CCN(CC1)C(C(CO)N1C(C2=CC=CC=C2C1)=O)=O)C